tert-butyl 2-[allyl(tert-butoxycarbonyl)carbamoyl]-3-vinyl-4,6,7,8-tetrahydropyrazolo[1,5-a][1,4]diazepine-5-carboxylate C(C=C)N(C(=O)C1=NN2C(CN(CCC2)C(=O)OC(C)(C)C)=C1C=C)C(=O)OC(C)(C)C